[Cl-].[Cl-].C(C)(C)[Ti+2]C(C)C diisopropyl-titanium dichloride